5-(3-methylimidazo[1,2-a]pyrimidin-6-yl)-N-(trans-4-(4-methylpiperazin-1-yl)cyclohexyl)pyrrolo[2,1-f][1,2,4]triazin-2-amine CC1=CN=C2N1C=C(C=N2)C=2C=CN1N=C(N=CC12)N[C@@H]1CC[C@H](CC1)N1CCN(CC1)C